5-amino-8-(furan-2-yl)-3-(2-(4-(4-(2-morpholino-ethoxy)phenyl)piperazin-1-yl)ethyl)thiazolo[5,4-e][1,2,4]triazolo[1,5-c]pyrimidin-2(3H)-one NC1=NC2=C(C=3N1N=C(N3)C=3OC=CC3)SC(N2CCN2CCN(CC2)C2=CC=C(C=C2)OCCN2CCOCC2)=O